1-(Furan-2-yl)propane-2-thiol O1C(=CC=C1)CC(C)S